3-hydroxymethyl-3-ethyloxetane OCC1(COC1)CC